C1=CC(=CC=C1C[C@@H](C(=O)N[C@@H](CCC(=O)O)C(=O)O)NC(=O)[C@H](CCCCN)N)O The molecule is a tripeptide composed of L-lysine, L-tyrosine and L-glutamic acid joined in sequence by peptide linkages. It derives from a L-lysine, a L-tyrosine and a L-glutamic acid.